1-[2-(1-methyl-1H-imidazol-4-yl)-5H,6H,7H-cyclopenta[d]pyrimidin-4-yl]azepane CN1C=NC(=C1)C=1N=C(C2=C(N1)CCC2)N2CCCCCC2